7-chloro-8-fluoro-2-(methylthio)-5-(2-(piperidin-2-yl)ethoxy)pyrido[4,3-d]pyrimidin-4-ol ClC1=C(C=2N=C(N=C(C2C(=N1)OCCC1NCCCC1)O)SC)F